tert-butyl 36-hydroxy-4,7,10,13,16,19,22,25,28,31,34-undecaoxahexatriacontanoate OCCOCCOCCOCCOCCOCCOCCOCCOCCOCCOCCOCCC(=O)OC(C)(C)C